COC(C1=CC=C(C=C1)COC1=CC=C(C=C1)OCCNC1CCCCC1)=O 4-((4-(2-(2-cyclohexylamino)ethoxy)phenoxy)methyl)benzoic acid methyl ester